tert-butyl (5-(hydroxymethyl)-2',6'-dimethyl-[1,1'-biphenyl]-3-yl)(methyl)carbamate OCC=1C=C(C=C(C1)C1=C(C=CC=C1C)C)N(C(OC(C)(C)C)=O)C